methylvinyl-ethyl ether CC=COCC